tert-butyl 4-(3-bromo-7-methylpyrazolo[1,5-a]pyridin-6-yl)piperidine-1-carboxylate BrC=1C=NN2C1C=CC(=C2C)C2CCN(CC2)C(=O)OC(C)(C)C